C(#N)C=1C=C(C(=NC1C)C(=O)NC1=CC=C2C=NN(C2=C1)C=1C=NN(C1)C)C 5-Cyano-3,6-dimethyl-N-(1-(1-methyl-1H-pyrazol-4-yl)-1H-indazol-6-yl)picolinamide